FC1=CC=C(C=C1)C=1C(=NNC1C)C1=C(C=C(C=C1)O)O 4-[4-(4-fluorophenyl)-5-methyl-1H-pyrazol-3-yl]benzene-1,3-diol